(R)-2-(N-[4-Amino-5-(4-methylbenzoyl)thiazol-2-yl]-4-fluoroanilino)propanamid NC=1N=C(SC1C(C1=CC=C(C=C1)C)=O)N(C1=CC=C(C=C1)F)[C@@H](C(=O)N)C